FC=1C(=C(C(=C(C1N)N)F)F)F tetrafluorobenzene-1,2-diamine